ClC1=CC=2[C@](C3=CC=CC=C3C2C=C1)(C(=O)N1[C@H]2CC([C@@H]([C@@H]1C(=O)N[C@H](C[C@H]1C(NCCC1)=O)C#N)CC2)(F)F)O (1R,3R,4R)-2-((R)-2-chloro-9-hydroxy-9H-fluorene-9-carbonyl)-N-((R)-1-cyano-2-((S)-2-oxopiperidin-3-yl)ethyl)-5,5-difluoro-2-azabicyclo[2.2.2]octane-3-carboxamide